5-(2,2-dimethylpropyl-1,1-d2)-4-(methyl-d3)-2-(4-(methyl-d3)phenyl)pyridine CC(C([2H])([2H])C=1C(=CC(=NC1)C1=CC=C(C=C1)C([2H])([2H])[2H])C([2H])([2H])[2H])(C)C